2-(8-(thiazol-2-ylsulfanyl)imidazo[1,5-a]pyridin-3-yl)propan-2-amine S1C(=NC=C1)SC=1C=2N(C=CC1)C(=NC2)C(C)(C)N